COC=1C=C(C=CC1)NC1=CC=C2C(NC(=NC2=C1)CSC1CCOCC1)=O 7-((3-Methoxyphenyl)amino)-2-(((tetrahydro-2H-pyran-4-yl)thio)methyl)quinazolin-4(3H)-one